C(C)(C)(C)OC(=O)N1C(COCCC1)C1=C(C(=C(C=C1)N)N)F 3-(3,4-diamino-2-fluorophenyl)-1,4-oxaazepane-4-carboxylic acid tert-butyl ester